6-(benzyloxy)-8-methoxy-3,4-dihydro-2H-1,2λ6,3-benzoxathiazine-2,2-dione C(C1=CC=CC=C1)OC=1C=C(C2=C(CNS(O2)(=O)=O)C1)OC